O=C1NC=C(C2=CC=CC=C12)C1=C(C=CC=C1)C 1-oxo-4-(o-tolyl)-1,2-dihydroisoquinolin